4-bromo-N1-[2-(dimethylamino)ethyl]-3-methylbenzene-1,2-diamine BrC=1C(=C(C(=CC1)NCCN(C)C)N)C